ClC1=C(C=C(C(=C1)F)N1C(N(C(N(C1=O)C)=S)C)=O)C1=NOC(C1C)(C(=O)OC)C Methyl 3-[2-chloro-5-(3,5-dimethyl-2,6-dioxo-4-thioxo-1,3,5-triazinan-1-yl)-4-fluoro-phenyl]-4,5-dimethyl-4H-isoxazole-5-carboxylate